FC=1C=C(C=C(C1)OCC(C)C)C1=CC=C(C(=N1)N1C(CC(C1)C)(C)C)C(=O)NS(=O)(=O)C1C(NCC1)=O 6-(3-Fluoro-5-isobutoxyphenyl)-N-(2-oxopyrrolidin-3-yl)sulfonyl-2-(2,2,4-trimethylpyrrolidin-1-yl)pyridin-3-carboxamid